C(C)(C)(C)OC(=O)N1CC2=CC(=C(C=C2CC1)OC)NC1=NC=C(C(=N1)Cl)C(F)(F)F Tert-butyl-7-[[4-chloro-5-(trifluoromethyl)pyrimidin-2-yl]amino]-6-methoxy-3,4-dihydro-1H-isoquinoline-2-carboxylate